bis(cyclopentadienyl)titanium (IV) bis(triflate) [O-]S(=O)(=O)C(F)(F)F.[O-]S(=O)(=O)C(F)(F)F.C1(C=CC=C1)[Ti+2]C1C=CC=C1